3-methylpyridin-4-amine CC=1C=NC=CC1N